CC1=CC(=NN1CC1CC2(CN(C2)C(=O)N2CC3(C2)NC(CC3)=O)C1)C(F)(F)F 2-[6-[[5-methyl-3-(trifluoromethyl)pyrazol-1-yl]methyl]-2-azaspiro[3.3]heptane-2-carbonyl]-2,5-diazaspiro[3.4]octan-6-one